BrC=1C(=C2C(=CC1)C(N(CC21CC1)CC(=O)NC1=NC=C2C(=N1)NN=C2)=O)F 2-(6-bromo-5-fluoro-1-oxospiro[3H-isoquinoline-4,1'-cyclopropane]-2-yl)-N-(1H-pyrazolo[3,4-d]pyrimidin-6-yl)acetamide